[8-(hydroxymethyl)-3-tricyclo[5.2.1.02,6]decanyl]methanol OCC1C2C3CCC(C3C(C1)C2)CO